C(C1=CC=CC=C1)C1=C(C(=O)O)C=CC=C1[C@H]1[C@@H](C1)C(NC=1C=C2C=CN=CC2=CC1)=O trans-benzyl-3-(2-(isoquinolin-6-ylcarbamoyl)cyclopropyl)benzoic acid